NC1=NC(=CC2=C1C(NN=C2CCl)=O)C=2C=NN(C2C2=C(C#N)C(=CC(=C2F)Cl)OC2CC2)C 2-(4-(5-amino-1-(chloromethyl)-4-oxo-3,4-dihydropyrido[3,4-d]pyridazin-7-yl)-1-methyl-1H-pyrazol-5-yl)-4-chloro-6-cyclopropyloxy-3-fluorobenzonitrile